C(C)(C)(C)OC(C1=C(C=C(C(=C1)OC)OC)O)=O hydroxy-4,5-dimethoxybenzoic acid tert-butyl ester